1-(4-((1H-pyrrolo[2,3-b]pyridin-4-yl)oxy)cyclohexyl)-3-(3-(tert-butyl)-1-phenyl-1H-pyrazol-5-yl)urea N1C=CC=2C1=NC=CC2OC2CCC(CC2)NC(=O)NC2=CC(=NN2C2=CC=CC=C2)C(C)(C)C